2-tetradecene-5-olide C1(C=CCC(CCCCCCCCC)O1)=O